4-[4-[2-(Hydroxyamino)-2-oxo-ethyl]-5-phenyl-1H-pyrazol-3-yl]cyclohexanecarboxylic acid ONC(CC=1C(=NNC1C1=CC=CC=C1)C1CCC(CC1)C(=O)O)=O